N-(2-Cyclobutylethyl)-2-(4'-fluoro-2'-(4-methyl-4H-1,2,4-triazol-3-yl)-[1,1'-biphenyl]-3-yl)-7-(trifluoromethyl)benzo[d]oxazol-5-amine C1(CCC1)CCNC=1C=C(C2=C(N=C(O2)C=2C=C(C=CC2)C2=C(C=C(C=C2)F)C2=NN=CN2C)C1)C(F)(F)F